8-(2,3-dihydro-1H-inden-4-yl)-9-(4-((1-(3-fluoropropyl)azetidin-3-ylidene)methyl)phenyl)-6,7-dihydro-5H-benzo[7]annulene-3-carboxylic acid C1CCC2=C(C=CC=C12)C=1CCCC2=C(C1C1=CC=C(C=C1)C=C1CN(C1)CCCF)C=CC(=C2)C(=O)O